(1-((1r,4r)-4-(Cyanomethyl)cyclohexyl)-1,6-dihydroimidazo[4,5-d]pyrrolo[2,3-b]pyridin-2-yl)methyl (3S,5S,7S)-adamantan-1-ylcarbamate C12(CC3CC(CC(C1)C3)C2)NC(OCC2=NC=3C(=C1C(=NC3)NC=C1)N2C2CCC(CC2)CC#N)=O